5-(4'-cyanobenzyloxy)isophthalic acid C(#N)C1=CC=C(COC=2C=C(C=C(C(=O)O)C2)C(=O)O)C=C1